C(C=C)(=O)N1C[C@@H](N(C[C@H]1C)C=1C2=C(N(C(N1)=O)C=1C(=NC(=NC1C(C)C)NC)C(C)C)N=C(C(=C2)Cl)C2=C(C=CC=C2)F)C 4-((2S,5R)-4-Acryloyl-2,5-dimethylpiperazin-1-yl)-6-chloro-1-(4,6-diisopropyl-2-(methylamino)pyrimidin-5-yl)-7-(2-fluorophenyl)pyrido[2,3-d]pyrimidin-2(1H)-one